FC1=C(C(=O)NC=2C(=NN(C(C2)=O)CCO)C2=C(C=CC=C2)C(F)(F)F)C=C(C=C1)C(F)(F)F 2-fluoro-N-{1-(2-hydroxyethyl)-6-oxo-3-[2-(trifluoromethyl)phenyl]-1,6-dihydro-4-pyridazinyl}-5-(trifluoromethyl)benzamide